Cl.COC1=C2CC[C@H](CC2=CC=C1)NCCC (R)-5-methoxy-1,2,3,4-tetrahydro-N-propyl-2-naphthylamine hydrochloride